(2R,4S)-1-[5-chloro-2,3-dihydro-1H-inden-2-yl]-4-[(4-methanesulfonylphenoxy)methyl]-2-methylpyrrolidine ClC=1C=C2CC(CC2=CC1)N1[C@@H](C[C@@H](C1)COC1=CC=C(C=C1)S(=O)(=O)C)C